N-(2,6-diisopropylphenyl)-3-fluoro-2-(2-methoxyphenanthren-3-yl)-6-nitroaniline C(C)(C)C1=C(C(=CC=C1)C(C)C)NC1=C(C(=CC=C1[N+](=O)[O-])F)C=1C(=CC=2C=CC3=CC=CC=C3C2C1)OC